(S)-2-amino-4-((2-phenoxyethyl)(4-(5,6,7,8-tetrahydro-1,8-naphthyridin-2-yl)butyl)amino)butanoic acid N[C@H](C(=O)O)CCN(CCCCC1=NC=2NCCCC2C=C1)CCOC1=CC=CC=C1